BrCC(=O)NCC(CC1=CC=CC=C1)NC(CBr)=O 1,2-di(bromoacetyl)amino-3-phenylpropane